C(C)(=O)N1CC(C2=CC(=CC=C12)Cl)(C)CCN(C(C)=O)C N-(2-(1-acetyl-5-chloro-3-methylindolin-3-yl)ethyl)-N-methylacetamide